FC1=C(C=CC(=C1F)OC)C1=CN=C2N1C=CN=C2NC2=CC(=C(C=C2)C(=O)N2CCN(CC2)C(=O)N2C[C@@H](NCC2)[C@@H](C)O)C [4-[[3-(2,3-difluoro-4-methoxyphenyl)imidazo[1,2-a]pyrazin-8-yl]amino]-2-methylphenyl]-[4-[(3R)-3-[(1R)-1-hydroxyethyl]piperazine-1-carbonyl]piperazin-1-yl]methanone